FC(C1=NN=C(S1)N1C2=C(C3=CC=C(C=C13)S(=O)(=O)NC1(CC1)C)C(=NC=N2)N2C[C@@H](OCC2)C)F 9-[5-(difluoromethyl)-1,3,4-thiadiazol-2-yl]-N-(1-methylcyclopropyl)-4-[(2S)-2-methylmorpholin-4-yl]pyrimido[4,5-b]indole-7-sulfonamide